ClC1=C(C=CC=C1)C1N(CC(C1)=O)C(=O)OC(C)(C)C tert-butyl 2-(2-chlorophenyl)-4-oxo-pyrrolidine-1-carboxylate